O=S1(C[C@@H](C=C1)N(C(C(C1=C(C=C(C=C1)C1=CC(=C(C=C1)F)F)F)(F)F)=O)CC1=CC(=NC=C1)C(C)(C)O)=O (R)-N-(1,1-dioxido-2,3-dihydrothiophen-3-yl)-2,2-difluoro-N-((2-(2-hydroxypropan-2-yl)pyridin-4-yl)methyl)-2-(3,3',4'-trifluoro-[1,1'-biphenyl]-4-yl)acetamide